N-(2-chlorophenyl)-4-((2-((4-((4-(7-(4-(2,6-dioxopiperidin-3-yl)phenyl)-7-azaspiro[3.5]nonan-2-yl)piperidin-1-yl)carbamoyl)phenyl)amino)-5-fluoropyrimidin-4-yl)amino)benzamide ClC1=C(C=CC=C1)NC(C1=CC=C(C=C1)NC1=NC(=NC=C1F)NC1=CC=C(C=C1)C(NN1CCC(CC1)C1CC2(C1)CCN(CC2)C2=CC=C(C=C2)C2C(NC(CC2)=O)=O)=O)=O